FC1(OC2=C(O1)C=CC(=C2)[C@H](C)OC=2C=C(C=CC2)N2N=C(C1=C2N(CCC1)C(=O)N1CCC(CC1)C(=O)O)C(F)(F)F)F (S)-1-(1-(3-(1-(2,2-difluorobenzo[d][1,3]dioxol-5-yl)ethoxy)phenyl)-3-(trifluoromethyl)-4,5,6,7-tetrahydro-1H-pyrazolo[3,4-b]pyridine-7-carbonyl)piperidine-4-carboxylic acid